6-methoxy-3-methylimidazo[1,5-a]pyridine COC=1C=CC=2N(C1)C(=NC2)C